6-N-[(1-aminocyclopropyl)methyl]-4-N-[4-(difluoromethoxy)phenyl]-1-methylpyrazolo[3,4-d]pyrimidine-4,6-diamine NC1(CC1)CNC1=NC(=C2C(=N1)N(N=C2)C)NC2=CC=C(C=C2)OC(F)F